ClC=1C=C(CN(C(O)=O)[C@H](C(NC(C=O)CC2C(NC3(C2)CCCCC3)=O)=O)CC(C)C)C=CC1.C(C=C)(=O)OCCC[SiH](N[SiH2]N[SiH3])C 3-acryloyloxypropyl-methyl-trisilazane 3-chlorobenzyl-((2S)-4-methyl-1-oxo-1-((1-oxo-3-(2-oxo-1-azaspiro[4.5]decan-3-yl)propan-2-yl)amino)pentan-2-yl)carbamate